N1(CCCCC1)C1=CC=C(C=N1)S(=O)(=O)NC1=C(N=CS1)C(=O)O 5-[6-(piperidin-1-yl)pyridin-3-ylsulfonamido]-1,3-thiazole-4-carboxylic acid